C(#N)NC(C1=C(C=CC=C1)N1N=CC(=C1)C1=CN(C(C=C1C1=CC(N(C=C1)C)=O)=O)C)=O N-cyano-2-(4-(1,1'-dimethyl-2',6-dioxo-1,1',2',6-tetrahydro[4,4'-bipyridin]-3-yl)-1H-pyrazol-1-yl)benzamide